5-(methylamino)nicotinic acid CNC=1C=NC=C(C(=O)O)C1